N-Ethyl-N'-tert-butylcarbodiimid C(C)N=C=NC(C)(C)C